4-nitrobenzyl alcohol [N+](=O)([O-])C1=CC=C(CO)C=C1